(2-Hydroxy-3-tert-butyl-5-methylbenzyl)-4-methyl-6-tert-butylphenyl acrylate C(C=C)(=O)OC1=C(C=C(C=C1C(C)(C)C)C)CC1=C(C(=CC(=C1)C)C(C)(C)C)O